[K].C(=C)OC12CC3(CC(CC(C1)C3)(C2)O)O 5-(vinyloxy)-1,3-adamantanediol potassium